Rac-tert-butyl (1R,4S,6S)-6-((2-fluoro-4-(trifluoromethyl) benzyl) oxy)-2-azabicyclo[2.2.1]heptane-2-carboxylate FC1=C(CO[C@H]2C[C@H]3CN([C@@H]2C3)C(=O)OC(C)(C)C)C=CC(=C1)C(F)(F)F |r|